4-(4-(2-hydroxypropan-2-yl)benzyl)piperidine-4-carbonitrile hydrochloride Cl.OC(C)(C)C1=CC=C(CC2(CCNCC2)C#N)C=C1